4-((7-methyl-4,7-diazaspiro[2.5]octan-4-yl)methyl)-3-(trifluoromethyl)aniline Iron [Fe].CN1CCN(C2(CC2)C1)CC1=C(C=C(N)C=C1)C(F)(F)F